6-acetyl-N-((1r,4r)-4-methoxycyclohexyl)pyridinecarboxamide C(C)(=O)C1=CC=CC(=N1)C(=O)NC1CCC(CC1)OC